BrC1=CN=C(S1)[C@@H]1C[C@@H](N(S(N1)(=O)=O)C)C(=O)NC1=CC(=C(C=C1)F)Cl Cis-5-(5-bromothiazol-2-yl)-N-(3-chloro-4-fluorophenyl)-2-methyl-1,2,6-thiadiazinane-3-carboxamide 1,1-dioxide